C(C)OC(=O)C1=NN(C=2CNCCC21)CCO[Si](C(C)C)(C(C)C)C(C)C 1-(2-((triisopropylsilyl)oxy)ethyl)-4,5,6,7-tetrahydro-1H-pyrazolo[3,4-c]Pyridine-3-carboxylic acid ethyl ester